(R)-7-(7,7-difluoro-2-((2S,3R)-3-hydroxy-2-methylazetidin-1-yl)-6,7-dihydro-5H-cyclopenta[d]pyrimidin-4-yl)spiro[isochromane-4,2'-pyrrolidin]-5'-one FC1(CCC2=C1N=C(N=C2C2=CC=C1C(=C2)COC[C@]12NC(CC2)=O)N2[C@H]([C@@H](C2)O)C)F